3-methoxy-5-(1H-pyrazol-1-yl)phenol COC=1C=C(C=C(C1)N1N=CC=C1)O